[Mn].CN1CC(OB(OC(C1)=O)C(\C=C\CCCC)NS(=O)(=O)C)=O (E)-N-(1-(6-methyl-4,8-dioxo-1,3,6,2-dioxazaborocan-2-yl)hept-2-en-1-yl)methanesulfonamide manganese